COCC1(CCC1)CN(C1=C2C(=NC(=C1)C=1C=NC(=C(C1)C(F)(F)F)CCC)N=C(N2)C=2N=CC(=NC2)N2CCC(CC2)C(=O)O)C 1-(5-{7-[{[1-(methoxymethyl)cyclobutyl]methyl}(methyl)amino]-5-[6-propyl-5-(trifluoromethyl)pyridin-3-yl]-1H-imidazo[4,5-b]pyridin-2-yl}pyrazin-2-yl)piperidine-4-carboxylic acid